2-[7-[[2-methyl-5-(trifluoromethyl)pyrazol-3-yl]methyl]-2,7-diazaspiro[3.5]nonane-2-carbonyl]-2,5-diazaspiro[3.4]octan-6-one CN1N=C(C=C1CN1CCC2(CN(C2)C(=O)N2CC3(C2)NC(CC3)=O)CC1)C(F)(F)F